N-Butyl-N-propionyldithiocarbamic acid methyl ester CSC(N(C(CC)=O)CCCC)=S